(3aR,4R,6aR)-1-benzyl-4-methyloctahydropyrrolo[3,4-b]pyrrole C(C1=CC=CC=C1)N1[C@@H]2[C@H](CC1)[C@H](NC2)C